C(C1=CC=CC=C1)(C1=CC=CC=C1)OC(=O)C1C(C1)C(C1=CC=CC=C1)=O 3-benzhydryloxycarbonyl-2-benzoylcyclopropane